C(C)(=O)SC1CC2CCC(C1)N2C(=O)O.[SiH3][SiH](N)[SiH3] bis-silyl-aminosilane 3-(acetylthio)-8-azabicyclo[3.2.1]octane-8-carboxylate